ClC=1N=CC2=C(N(C3=CC(=CC=C23)F)CC2=CC=C(C=C2)C=2N(C=C(N2)C(F)(F)F)C(C)C)N1 2-chloro-7-fluoro-9-(4-(1-isopropyl-4-(trifluoromethyl)-1H-imidazol-2-yl)benzyl)-9H-pyrimido[4,5-b]indole